carboxy-7-((2',3'-dichloro-5'-fluoro-[1,1'-biphenyl]-2-yl)oxy)-1,2,3,4-tetrahydronaphthalene-2-aminium chloride [Cl-].C(=O)(O)C1C(CCC2=CC=C(C=C12)OC1=C(C=CC=C1)C1=C(C(=CC(=C1)F)Cl)Cl)[NH3+]